ClC=1C=C2C(=C3C1NC(NC31CCCCC1)=O)OC(=N2)CN2CCC(CC2)OCCOC 5-chloro-2-{[4-(2-methoxyethoxy)piperidin-1-yl]methyl}-7,8-dihydro-6H-spiro[[1,3]oxazolo[5,4-f]quinazoline-9,1'-cyclohexane]-7-one